O1CC[C@@H](C2=CC=CC=C12)NC(=O)NC=1C=NC2=C(C=CC=C2C1N(C)C)C1=CC(=CC(=C1)Cl)Cl 1-[(4S)-chroman-4-yl]-3-[8-(3,5-dichlorophenyl)-4-(dimethylamino)-3-quinolinyl]urea